COC1=CC2=C(C3=CN(C(C=C3[C@@H](O[C@H]2C2=NC=C(C=C2)C)CC(=O)NCC)=O)C)C=C1 2-((5S,7R)-9-methoxy-2-methyl-7-(5-methylpyridin-2-yl)-3-oxo-2,3,5,7-tetrahydrobenzo[5,6]oxepino[4,3-c]pyridin-5-yl)-N-ethylacetamide